4,5-dimethyl-3-oxo-5-(trifluoromethyl)tetrahydrofuran-2-carboxylate CC1C(C(OC1(C(F)(F)F)C)C(=O)[O-])=O